2-(4-hydroxyphenyl)-4-methyl-7-(trifluoromethyl)-4H-quinazoline-3-carboxylic acid tert-butyl ester C(C)(C)(C)OC(=O)N1C(=NC2=CC(=CC=C2C1C)C(F)(F)F)C1=CC=C(C=C1)O